FC1=C(OC=2C=NC=C(C2)[N+](=O)[O-])C=CC(=C1)F 3-(2,4-difluorophenoxy)-5-nitropyridine